COC1=CC=2N=CN=C(C2N=C1OC(C)C=1N=NN(C1)C)C=1C(=NN(C1)C)C1=CC=CC=C1 7-methoxy-6-(1-(1-methyl-1H-1,2,3-triazol-4-yl)ethoxy)-4-(1-methyl-3-phenyl-1H-pyrazol-4-yl)pyrido[3,2-d]pyrimidine